C(C1=CC=CC=C1)OC=1C=C(C2=C(C(=C(O2)C)C(=O)NC2C(CN(C2)C(=O)OC(C)(C)C)(F)F)C1)Cl tert-butyl 4-(5-(benzyloxy)-7-chloro-2-methylbenzofuran-3-carboxamido)-3,3-difluoro-pyrrolidine-1-carboxylate